C[C@@](C=O)(C#CC1=CC2=C(C3=NC=C(C=C3N2C(C2CCOCC2)C2=CC=CC=C2)C2=C(N=NN2C)C([2H])([2H])[2H])S1)O (S)-2-methyl-4-(6-(1-methyl-4-(methyl-d3)-1H-1,2,3-triazol-5-yl)-4-(phenyl-(tetrahydro-2H-pyran-4-yl)methyl)-4H-thieno[2',3':4,5]pyrrolo[3,2-b]pyridin-2-yl)but-3-yn-2-olAl